1-{4-[4-(2-phenylacetyl)piperazine-1-sulfonyl]phenyl}-3-(pyridin-3-ylmethyl)urea C1(=CC=CC=C1)CC(=O)N1CCN(CC1)S(=O)(=O)C1=CC=C(C=C1)NC(=O)NCC=1C=NC=CC1